CC(C)(OC(NCCOCCOCCOCCOCCOCCOCCOCCOCCOCCOCCOCCNC(COCC(=O)O)=O)=O)C 2,2-dimethyl-4,42-dioxo-3,8,11,14,17,20,23,26,29,32,35,38,44-tridecaoxa-5,41-diazahexatetracontan-46-oic acid